C(C)NC(=O)[C@H]1O[C@H]([C@@H]([C@@H]1O)O)N1C2=NC(=NC(=C2N=C1)NC)C=1C(=NN(C1C)C)C (2s,3s,4r,5r)-N-ethyl-3,4-dihydroxy-5-(6-(methylamino)-2-(1,3,5-trimethyl-1H-pyrazol-4-yl)-9H-purin-9-yl)tetrahydrofuran-2-carboxamide